benzylBromide C(C1=CC=CC=C1)Br